ClC1=NC(=CC=C1OCC(C)=O)CO 1-((2-chloro-6-(hydroxymethyl)pyridin-3-yl)oxy)propan-2-one